C(C=C)(=O)N1C[C@@H](CCC1)C1=NN(C=2C(=NNC(C21)=O)N)C2=CC=C(C=C2)OC2=CC(=CC(=C2)F)F (R)-3-(1-Acryloylpiperidin-3-yl)-7-amino-1-(4-(3,5-difluorophenoxy)phenyl)-1,5-dihydro-4H-pyrazolo[3,4-d]pyridazin-4-on